ClC=1C(=C(C=C(C1F)Cl)C=1C(=CC=C2C(=C(C=NC12)C(=O)NN1CCOC2=C1C=CC=C2)N(C)C)F)F 8-(3,5-dichloro-2,4-difluoro-phenyl)-N-(2,3-dihydro-1,4-benzoxazin-4-yl)-4-(dimethylamino)-7-fluoro-quinoline-3-carboxamide